9-chloro-7-(4,5-difluoroindol-1-yl)-2,3,4,5-tetrahydro-1,4-benzoxazepine ClC1=CC(=CC=2CNCCOC21)N2C=CC1=C(C(=CC=C21)F)F